C1(=CC=CC=C1)OC(NC1=CC=NC=C1)=O pyridin-4-ylcarbamic acid phenyl ester